ClC1=CC=C2C(=CC=NC2=C1)NC1=CC(=NC=C1)CN(C)C 7-chloro-N-(2-((dimethylamino)methyl)pyridin-4-yl)quinolin-4-amine